triphenyl-phosphinic acid C1(=CC=CC=C1)OP(=O)(C1=CC=CC=C1)C1=CC=CC=C1